C(C)N1C=2NC(N=C(C2N=C1)N1C[C@H](N(C[C@@H]1C)C(=O)OC(C)(C)C)C)=O tert-butyl (2R,5S)-4-(9-ethyl-2-oxo-3,9-dihydro-2H-purin-6-yl)-2,5-dimethylpiperazine-1-carboxylate